3-((2-(2-chlorophenyl)quinolin-4-yl)thio)propyl 2-oxo-2H-chromene-3-carboxylate O=C1OC2=CC=CC=C2C=C1C(=O)OCCCSC1=CC(=NC2=CC=CC=C12)C1=C(C=CC=C1)Cl